S1C=NC=2C(NCCCC21)=O 5,6,7,8-tetrahydro-4H-thiazolo[4,5-c]azepin-4-one